Cl.FC(C=1C=CC(=NC1)N1CC2(CCNC2)CCC1=O)(F)F 7-(5-(trifluoromethyl)pyridin-2-yl)-2,7-diazaspiro[4.5]decan-8-one hydrochloride